7-cyclopropyl-N-[5-(2,2-difluoroethyl)-3-fluoro-6-methoxy-2-pyridyl]imidazo[1,2-a]pyrimidine-3-sulfonamide C1(CC1)C1=NC=2N(C=C1)C(=CN2)S(=O)(=O)NC2=NC(=C(C=C2F)CC(F)F)OC